FC1=C(C=C(C=C1)NC(=O)C1=C(N(C(=C1C)C(C(NC1CCN(CC1)C1=NC=CN=C1)=O)=O)C)C)C N-(4-fluoro-3-methylphenyl)-1,2,4-trimethyl-5-(2-oxo-2-((1-(pyrazin-2-yl)piperidin-4-yl)amino)acetyl)-1H-pyrrole-3-carboxamide